FC=1C(=C(C=CC1F)C1C(OC(C1C)(C)C)C(=O)OCC)OC ethyl 3-(3,4-difluoro-2-methoxy-phenyl)-4,5,5-trimethyl-tetrahydrofuran-2-carboxylate